3H-pyrrol-5-one N1=CCCC1=O